ethyl 1-[(1-methylcyclohexyl)methyl]-4-(trifluoromethyl)-1H-pyrazole-5-carboxylate CC1(CCCCC1)CN1N=CC(=C1C(=O)OCC)C(F)(F)F